C[C@H]1N(CCN(C1=O)C)CCOC1=CC=C(C(=O)OC)C=C1 Methyl (R)-4-(2-(2,4-dimethyl-3-oxopiperazin-1-yl)ethoxy)benzoate